C1(CC1)CC1=C(C(=NN1C=1SC=C(N1)C(=O)O)C1=CC=C(C=C1)F)CC1=CC=C(C=C1)S(N)(=O)=O 2-(5-(cyclopropylmethyl)-3-(4-fluorophenyl)-4-(4-sulfamoylbenzyl)-1H-pyrazol-1-yl)thiazole-4-carboxylic acid